NCC1=CC=C(C=C1)NC(=O)C1=CC2=C(OCCC3=C2SC=C3)C=C1C=1C(=NC(=CC1)C(NC1CCC1)=O)C(=O)O 3-(9-((4-(aminomethyl)phenyl)carbamoyl)-4,5-dihydrobenzo[b]thieno[2,3-d]oxepin-8-yl)-6-(cyclobutylcarbamoyl)picolinic acid